C(#N)C(C(=O)OCCCCCC(C)C)=C(C1=CC=CC=C1)C1=CC=CC=C1 isooctyl 2-cyano-3,3-diphenylacrylate